NC=1C(=C(C=C2C=C(N=CC12)NC1=NN2CC(NCCC2=C1)=O)C(F)F)F 2-((8-amino-6-(difluoromethyl)-7-fluoroisoquinolin-3-yl)amino)-5,6-dihydro-4H-pyrazolo[1,5-d][1,4]diazepin-7(8H)-one